4-cyanophenylstyrene C(#N)C1=CC=C(C=C1)C=CC1=CC=CC=C1